3-hydrazino-1-(2,2,2-trifluoroethyl)-1H-pyrazole N(N)C1=NN(C=C1)CC(F)(F)F